(S)-2-(1-hydroxycyclobutyl)-1-(4-(pyrazolo[1,5-a]pyridin-2-yl)-6,7-dihydro-1H-imidazo[4,5-c]pyridin-5(4H)-yl)ethanone OC1(CCC1)CC(=O)N1[C@@H](C2=C(CC1)NC=N2)C2=NN1C(C=CC=C1)=C2